1'-((2-ethyl-5-fluoro-3-oxo-3,4-dihydroquinolin-6-yl)methyl)-N,2-dimethyl-1',2',3',6'-tetrahydro-[3,4'-bipyridine]-6-carboxamide C(C)C1=NC2=CC=C(C(=C2CC1=O)F)CN1CCC(=CC1)C=1C(=NC(=CC1)C(=O)NC)C